NC1=NC(=CC(=N1)N1[C@@H](COCCC1)C=1C=C(C=CC1Cl)NC(CC1COC1)=O)C |r| (±)-N-[3-[4-(2-amino-6-methyl-pyrimidin-4-yl)-1,4-oxazepan-3-yl]-4-chloro-phenyl]-2-(oxetan-3-yl)acetamide